(R)-1-(4-(4-(1-(3-(difluoromethyl)-2-fluorophenyl)ethylamino)-2-methylpyrido[2,3-d]pyrimidin-6-yl)-4-hydroxypiperidin-1-yl)ethan-1-one FC(C=1C(=C(C=CC1)[C@@H](C)NC=1C2=C(N=C(N1)C)N=CC(=C2)C2(CCN(CC2)C(C)=O)O)F)F